CN1N=C(C2=C1C(N(CC2)CC2(CC2)S(=O)(=O)C(COCC(=C)C)(C)C)=O)C(=O)OCC ethyl 1-methyl-6-((1-((2-methyl-1-((2-methylallyl)oxy)propan-2-yl)sulfonyl)cyclopropyl)methyl)-7-oxo-4,5,6,7-tetrahydro-1H-pyrazolo[3,4-c]pyridine-3-carboxylate